(((9,10-dioxo-9,10-dihydroanthracene-1,4-diyl)bis(azanediyl))bis(propane-3,1-diyl))bis(N,N-dimethylbutan-1-aminium) bromide [Br-].O=C1C2=CC=CC=C2C(C=2C(=CC=C(C12)NCCCC(CCC)[NH+](C)C)NCCCC(CCC)[NH+](C)C)=O.[Br-]